[Al+3].OC=1C=CC=C2C=CC=NC12.OC=1C=CC=C2C=CC=NC12.OC=1C=CC=C2C=CC=NC12 tris-(8-hydroxyquinoline) aluminum (III)